(2S,4R)-1-((S)-17-(tert-butyl)-2,2-dimethyl-15-oxo-3,3-diphenyl-4,7,10,13-tetraoxa-16-aza-3-silaoctadecan-18-oyl)-4-hydroxy-N-(4-(4-methylthiazol-5-yl)benzyl)pyrrolidine-2-carboxamide C(C)(C)(C)[C@H](NC(COCCOCCOCCO[Si](C(C)(C)C)(C1=CC=CC=C1)C1=CC=CC=C1)=O)C(=O)N1[C@@H](C[C@H](C1)O)C(=O)NCC1=CC=C(C=C1)C1=C(N=CS1)C